ClC=1C(=C(C(=CC1Cl)Cl)OC(C(=O)OC1=C(C(=C(C=C1Cl)Cl)Cl)C(=O)OCC1=C(C=CC=C1C)C)=O)C(=O)OCC1=C(C=CC=C1C)C bis(3,4,6-trichloro-2-{[(2,6-dimethylphenyl)methoxy] carbonyl}phenyl)-Oxalat